COC1=CC(=NC=N1)C1=CC(=NN1)C(=O)C1CC12NCCC(C2)C(=O)O (5-(6-methoxypyrimidin-4-yl)-1H-pyrazole-3-carbonyl)-4-azaspiro[2.5]octane-7-carboxylic acid